NC1=C(SC2=NC(=CC=C21)C)C(=O)NCCC2=CC(=C(C=C2F)N2CC(C2)N(C(OC(C)(C)C)=O)C)F tert-butyl (1-(4-(2-(3-amino-6-methylthieno[2,3-b]pyridine-2-carboxamido)ethyl)-2,5-difluorophenyl) azetidin-3-yl)(methyl)carbamate